(S)-N1-(1-(2-(2-adamantylamino)-2-oxoethyl)-2-oxo-1,2-dihydropyridin-3-yl)-N6-methyl-5-oxo-2-(2H-tetrazole-5-carboxamido)hexanediamide C12C(C3CC(CC(C1)C3)C2)NC(CN2C(C(=CC=C2)NC([C@H](CCC(C(=O)NC)=O)NC(=O)C=2N=NNN2)=O)=O)=O